FC=1C=C(C=CC1F)C1(CCN(CC1)C1=NC(=NC(=C1)C=1C(=NN(C1)C)C1=CC=CC=C1)C)O 4-(3,4-difluorophenyl)-1-(2-methyl-6-(1-methyl-3-phenyl-1H-pyrazol-4-yl)pyrimidin-4-yl)piperidin-4-ol